4-(1H-pyrazol-1-yl)piperidine hydrochloride Cl.N1(N=CC=C1)C1CCNCC1